FC1=C(C(=CC(=C1)N1CC(C1)N1CCNCC1)F)C1C(NC(CC1)=O)=O 3-(2,6-difluoro-4-(3-(piperazin-1-yl)azetidin-1-yl)phenyl)piperidine-2,6-dione